OC=1C(=NC=C(C1)C=1C=NN(C1)CCC)C(=O)NCC(C(=O)O)(C)C 3-(3-Hydroxy-5-(1-propyl-1H-pyrazol-4-yl)pyridinecarboxamido)-2,2-dimethylpropionic acid